C1(CC1)C=1C=CC(=NC1F)C(NC(=O)C1N(CC(C1)F)C(CN1N=CC(=N1)N1CC(C1)(F)F)=O)C1=CC=CC=C1 N-[(5-cyclopropyl-6-fluoropyridin-2-yl)(phenyl)methyl]-1-{2-[4-(3,3-difluoroazetidin-1-yl)-2H-1,2,3-triazol-2-yl]acetyl}-4-fluoropyrrolidine-2-carboxamide